(P)-1-Ethyl-4-(3-hydroxy-2,6-dimethylphenyl)-3-(1H-pyrazol-4-yl)-1H-pyrrolo[2,3-b]pyridine-6-carboxamide C(C)N1C=C(C=2C1=NC(=CC2C2=C(C(=CC=C2C)O)C)C(=O)N)C=2C=NNC2